ONC(=O)C1=CC=2C(=NOC2C2=CC=C(C=C2)C2=CC=NC=C2)C=C1 N-hydroxy-3-(4-(pyridin-4-yl)phenyl)benzo[c]isoxazole-5-carboxamide